2-(3,4,5-trimethoxybenzylidene)-6-hydroxybenzofuran-3(2H)-one COC=1C=C(C=C2OC3=C(C2=O)C=CC(=C3)O)C=C(C1OC)OC